ClC1=C(C(=CC=C1Cl)O)[C@H]1C[C@@H]2N(C(CN(C2)C(CN(C)C)=O)=O)CC1 (8R,9aS)-8-(2,3-dichloro-6-hydroxyphenyl)-2-[2-(dimethylamino)acetyl]-hexahydro-1H-pyrido[1,2-a]pyrazin-4-one